tert-Butyl (4-formyl-1-methyl-1H-pyrazol-3-yl)carbamate C(=O)C=1C(=NN(C1)C)NC(OC(C)(C)C)=O